2-(2-hydroxy-3-tert-butyl-5-methacryloyloxymethylphenyl)-2H-benzotriazole OC1=C(C=C(C=C1C(C)(C)C)COC(C(=C)C)=O)N1N=C2C(=N1)C=CC=C2